O[C@@H]1C[C@H](N(C1)C([C@H](C(C)(C)C)N1N=NC(=C1)C=1C=NC(=CC1)OC)=O)C(=O)NC (2S,4r)-4-hydroxy-1-[(2S)-2-[4-(6-methoxy-3-pyridinyl)triazol-1-yl]-3,3-dimethyl-butyryl]-N-methyl-pyrrolidine-2-carboxamide